hydrazinecarboxamide N(N)C(=O)N